FC1=C(C=CC(=C1N1CC(NS1(=O)=O)=O)O)C1=CC=C(C=C1)NCC(C)C 5-(2-fluoro-4-hydroxy-4'-(isobutylamino)-[1,1'-biphenyl]-3-yl)-1,2,5-thiadiazolidin-3-one 1,1-dioxide